C(CC)CC([O-])=S propyl-ethanethioate